C[Si](OC)(OC)C(C)C methyl-isopropyl-dimethoxysilane